2-[[2-(4-cyclopropyl-6-methoxy-pyrimidin-5-yl)-6-methyl-pyrrolo[3,2-d]pyrimidin-5-yl]methoxy]ethyl-trimethyl-silane C1(CC1)C1=NC=NC(=C1C=1N=CC2=C(N1)C=C(N2COCC[Si](C)(C)C)C)OC